ClC=1C=C(OCC=O)C=CC1 2-(3-chlorophenoxy)ethan-1-one